C(C)(C)(C)OC(=O)N1[C@@H]([C@H](C1)OC=1C=NC(=C(C1)F)C(NC1CC1)=O)C (2R,3S)-3-{[6-(cyclopropylcarbamoyl)-5-fluoropyridin-3-yl]oxy}-2-methylazetidine-1-carboxylic acid tert-butyl ester